FC1=C(C=CC=2C=NSC21)NC=2C1=C(N=CN2)C=CC(=N1)N1CC(C1)NC(C=C)=O N-[1-[4-[(7-Fluoro-1,2-benzothiazol-6-yl)amino]pyrido[3,2-d]pyrimidin-6-yl]azetidin-3-yl]prop-2-enamide